ethyl 2-((2-carbamoyl-4-chlorophenyl)amino)-2-oxoacetate C(N)(=O)C1=C(C=CC(=C1)Cl)NC(C(=O)OCC)=O